2-(butylsulfanyl)-6-chloro-N4-(3-chloro-2,6-difluorobenzyl)pyrimidine-4,5-diamine C(CCC)SC1=NC(=C(C(=N1)NCC1=C(C(=CC=C1F)Cl)F)N)Cl